1-tertiary butyl-3-(2,6-diisopropyl-4-phenoxyphenyl)thiourea C(C)(C)(C)NC(=S)NC1=C(C=C(C=C1C(C)C)OC1=CC=CC=C1)C(C)C